oxo-1,4-dihydro-tetrazol O=C1NN=NN1